tert-butyl 3-chloro-2-(isopropylcarbamoyl)-7,8-dihydro-4H-pyrazolo[1,5-a][1,4]diazepine-5(6H)-carboxylate ClC=1C(=NN2C1CN(CCC2)C(=O)OC(C)(C)C)C(NC(C)C)=O